tert-Butyl (S)-4-(7-bromo-2-chloro-8-fluoroquinazolin-4-yl)-3-methylpiperazine-1-carboxylate BrC1=CC=C2C(=NC(=NC2=C1F)Cl)N1[C@H](CN(CC1)C(=O)OC(C)(C)C)C